(+-)-(4Z)-4-(1,3-benzothiazol-6-ylmethylene)-2-[[trans-2-methoxycyclopentyl]amino]-1H-imidazol-5-one S1C=NC2=C1C=C(C=C2)\C=C\2/N=C(NC2=O)N[C@H]2[C@@H](CCC2)OC |r|